BrC1=CC=C2CN(C(C2=C1)=O)C(C#N)C=1C2=C(N(N1)COCC[Si](C)(C)C)CCC2 (6-bromo-1-oxo-isoindolin-2-yl)-2-[1-(2-trimethylsilylethoxymethyl)-5,6-dihydro-4H-cyclopenta[c]pyrazol-3-yl]acetonitrile